di-tert-butylphosphino-ferrocene C(C)(C)(C)P(C(C)(C)C)[C-]1C=CC=C1.[CH-]1C=CC=C1.[Fe+2]